2-(2-chloropyridin-4-yl)-5-cyclopropyl-1,5,6,7-tetrahydro-4H-pyrrolo[3,2-c]pyridin-4-one ClC1=NC=CC(=C1)C1=CC=2C(N(CCC2N1)C1CC1)=O